1-(4-(((6-amino-5-(4-phenoxyphenyl)pyrimidin-4-yl)amino)methyl)piperidin-1-yl)propan-1-one NC1=C(C(=NC=N1)NCC1CCN(CC1)C(CC)=O)C1=CC=C(C=C1)OC1=CC=CC=C1